C1(=CC=CC=2C3=CC=CC=C3CC12)COC(=O)N[C@H](C(=O)NC1=C(C=C(C(=O)OC(C)(C)C)C=C1)Cl)C1=CC=CC=C1 Tert-butyl (S)-4-(2-(((9H-fluorenylmethoxy) carbonyl) amino)-2-phenylacetamido)-3-chlorobenzoate